(2R,6R)-2,6-dimethyl-4-[6-(trifluoromethyl)-1,3-benzothiazol-2-yl]piperazine-1-carbonyl chloride C[C@H]1N([C@@H](CN(C1)C=1SC2=C(N1)C=CC(=C2)C(F)(F)F)C)C(=O)Cl